CC=1C(OC2=C(C1)C=C1C(=C2)C=C(C=C1)NC)=O 3-methyl-8-(methylamino)-2H-benzo[g]benzopyran-2-one